N=1C=NN2C1C=C(C=C2)OC2=C(C=C(C=C2)NC=2C1=C(N=CN2)C=CC(=N1)C=1CCN(CC1)C(C#CC)=O)C 1-(4-(4-((4-([1,2,4]triazolo[1,5-a]pyridin-7-yloxy)-3-methylphenyl)amino)pyrido[3,2-d]pyrimidin-6-yl)-3,6-dihydropyridin-1(2H)-yl)but-2-yn-1-one